O1C(OCCC1)C1=CC=C(C(=N1)C1=NC2=C(N1C)C=CC(=C2)SC(F)(F)F)S(=O)(=O)CC 2-[6-(1,3-dioxane-2-yl)-3-ethylsulfonylpyridin-2-yl]-1-methyl-5-(trifluoromethylthio)benzimidazole